CCCCC/C=C\C/C=C\C/C=C\CCCCCCC(=O)O all-cis-8,11,14-eicosatrienoic acid